methyl 2-{1-[3-bromo-5-(difluoromethyl)phenyl]pyrazol-4-yl}propanoate BrC=1C=C(C=C(C1)C(F)F)N1N=CC(=C1)C(C(=O)OC)C